Methyl (S)-3-((tert-butoxycarbonyl)amino)-3-(2'-methyl-6'-(((trifluoromethyl)sulfonyl)oxy)-[1,1'-biphenyl]-3-yl)propanoate C(C)(C)(C)OC(=O)N[C@@H](CC(=O)OC)C=1C=C(C=CC1)C1=C(C=CC=C1OS(=O)(=O)C(F)(F)F)C